2-[(2E)-2-(aminomethyl)-3-fluoroprop-2-en-1-yl]-4-({4-[6-(trifluoromethyl)pyridin-3-yl]thiophen-3-yl}methyl)-2,4-dihydro-3H-1,2,4-triazol-3-one NC/C(/CN1N=CN(C1=O)CC1=CSC=C1C=1C=NC(=CC1)C(F)(F)F)=C\F